1,3-bis(diazo(4-phenoxyphenyl)methyl)benzene [N+](=[N-])=C(C1=CC(=CC=C1)C(C1=CC=C(C=C1)OC1=CC=CC=C1)=[N+]=[N-])C1=CC=C(C=C1)OC1=CC=CC=C1